4,4-bis(octyloxy)butyl 5-(((3-(diethylamino)propoxy)carbonyl)oxy)heptadecanoate C(C)N(CCCOC(=O)OC(CCCC(=O)OCCCC(OCCCCCCCC)OCCCCCCCC)CCCCCCCCCCCC)CC